4-(4,4,5,5-tetramethyl-1,3,2-dioxaborolan-2-yl)-2,3-dihydrobenzo[b]thiophene 1,1-dioxide CC1(OB(OC1(C)C)C1=CC=CC=2S(CCC21)(=O)=O)C